pentachlorobenzenecarbonitrile ClC1=C(C(=C(C(=C1C#N)Cl)Cl)Cl)Cl